trihydrochloride monohydrate O.Cl.Cl.Cl